2-[(2E,6E,10E,14E,18E,22E,26E,30E,34E)-3,7,11,15,19,23,27,31,35,39-decamethyl-tetraconta-2,6,10,14,18,22,26,30,34,38-decaenyl]-5,6-dimethoxy-3-methylbenzene-1,4-diol C\C(=C/CC1=C(C(=C(C(=C1C)O)OC)OC)O)\CC\C=C(\CC\C=C(\CC\C=C(\CC\C=C(\CC\C=C(\CC\C=C(\CC\C=C(\CC\C=C(\CCC=C(C)C)/C)/C)/C)/C)/C)/C)/C)/C